ClC1=NN2C(C=CC3=C2[C@@](CN3C(=O)NC=3C=NC(=C(C3)Cl)N3N=CC(=N3)C(CO)O)(C(F)(F)F)C)=C1 (8R)-2-chloro-N-(5-chloro-6-(4-(1,2-dihydroxyethyl)-2H-1,2,3-triazol-2-yl)pyridin-3-yl)-8-methyl-8-(trifluoromethyl)-7,8-dihydro-6H-pyrazolo[1,5-a]pyrrolo[2,3-e]pyridine-6-carboxamide